4-[2-(ethylamino)-6-{6-[(2-hydroxy-2-methylpropoxy)methyl]-1-oxo-4-(trifluoromethyl)-3H-isoindol-2-yl}pyridin-4-yl]-3-(4-methyl-1,2,4-triazol-3-yl)benzonitrile C(C)NC1=NC(=CC(=C1)C1=C(C=C(C#N)C=C1)C1=NN=CN1C)N1C(C2=CC(=CC(=C2C1)C(F)(F)F)COCC(C)(C)O)=O